1-(6,7-dihydro-5H-benzo[6,7]cyclohepta[1,2-c]pyridazin-3-yl)-N3-((7-pyrrolidin-1-yl)-6,7,8,9-tetrahydro-5H-cyclohepta[b]pyridine-3-yl)-1H-1,2,4-triazole-3,5-diamine N1=NC(=CC2=C1C1=C(CCC2)C=CC=C1)N1N=C(N=C1N)NC=1C=C2C(=NC1)CCC(CC2)N2CCCC2